N-{4-[5-(trifluoromethyl)-1,2,4-oxadiazol-3-yl]benzyl}pyrazin-2-amine FC(C1=NC(=NO1)C1=CC=C(CNC2=NC=CN=C2)C=C1)(F)F